OC[C@H]1[C@H]2CC(O[C@H]2C[C@H]1O)=O (1S,5R,6R,7R)-6-hydroxymethyl-7-hydroxy-2-oxabicyclo[3.3.0]-octan-3-one